ClC=1C=C(C(=O)N(C)C)C=CC1C=1C=C2C=NN(C2=CC1)C1=CC(=C(C=C1)F)O 3-Chloro-4-(1-(4-fluoro-3-hydroxyphenyl)-1H-indazol-5-yl)-N,N-dimethylbenzamide